anilinamine N(C1=CC=CC=C1)N